NC1=C2N=CN(C2=NC(=N1)F)[C@H]1C[C@@H]([C@@](O1)(C#C)CO[P@](=O)(OC1=CC=CC=C1)N[C@@H](CC1=CC=CC=C1)C(=O)OC(CCCCCCCCCCC)CCCCCCCCCCC)O Tricosan-12-yl ((S)-(((2R,3S,5R)-5-(6-amino-2-fluoro-9H-purin-9-yl)-2-ethynyl-3-hydroxytetrahydrofuran-2-yl) methoxy)(phenoxy)phosphoryl)-L-phenylalaninate